N1C=C(C=2C=NC=CC21)CC2C(N(C(S2)=S)C)=O (Z)-5-((1H-pyrrolo[3,2-c]pyridin-3-yl)methyl)-3-methyl-2-thioxothiazolidin-4-one